C(O)N1CN(CN(C1)CO)CO 1,3,5-trimethylol-hexahydro-s-triazine